N1CC(CCC1)C1C(C(=O)NC2=NC=CC(=C2)C(F)(F)F)(C=CC=C1)C=1N=CN2C1C=NC=C2 3-piperidyl-1-imidazo[1,5-a]pyrazin-1-yl-1-N-[4-(trifluoromethyl)-2-pyridyl]benzamide